C(#N)C1=C(C=CC(=C1)C(F)(F)F)N1CCC(CC1)(C(=O)N[C@H]1CN(CC1)CCOCCOCCOCCOCCNC(OC(C)(C)C)=O)C=1C=NC(=C(C1)F)C1=C(C=CC=C1)OCC tert-butyl (R)-(14-(3-(1-(2-cyano-4-(trifluoromethyl)phenyl)-4-(6-(2-ethoxyphenyl)-5-fluoropyridin-3-yl)piperidine-4-carboxamido)-pyrrolidin-1-yl)-3,6,9,12-tetraoxatetradecyl)carbamate